FC1=CC(=C(C=C1)NC1=C(C(=O)NC=2C(=NC(=NC2C)OC)C)C=CC(=C1)C(F)(F)F)C 2-((4-fluoro-2-methylphenyl)amino)-N-(2-methoxy-4,6-dimethylpyrimidin-5-yl)-4-(trifluoromethyl)benzamide